(R)-6-fluoro-1-(4-methoxyphenyl)-4-oxo-7-(2-((pyridin-2-yloxy)methyl)pyrrolidin-1-yl)-1,4-dihydroquinoline-3-carboxylic acid FC=1C=C2C(C(=CN(C2=CC1N1[C@H](CCC1)COC1=NC=CC=C1)C1=CC=C(C=C1)OC)C(=O)O)=O